8bH-cyclopenta[b]benzofuran-8b-ol C1=CC=C2OC3=C(C21O)C=CC=C3